3-((5-((5-(2-aminopyridin-3-yl)isoxazol-3-yl)methyl)pyridin-2-yl)oxy)propanenitrile NC1=NC=CC=C1C1=CC(=NO1)CC=1C=CC(=NC1)OCCC#N